FC1(CCN(CCC1)C1=C(C(=O)NC=2C=C(C=CC2)S(=O)(C)=NC(OC(C)(C)C)=O)C(=C(C=N1)C1=CC=C(C=C1)OC)C)F tert-butyl ((3-(2-(4,4-difluoroazepan-1-yl)-5-(4-methoxyphenyl)-4-methylnicotinamido)phenyl)(methyl)(oxo)-λ6-sulfaneylidene)carbamate